COC1=C(NCC#CC=2N=C3N(C=CC=C3[C@H]3C[C@@H]4[C@H](N3)CN(C4)C)C2CC(F)(F)F)C=CC(=C1)S(=O)(=O)C 2-methoxy-N-(3-(8-((2R,3aS,6aS)-5-methyloctahydropyrrolo[3,4-b]pyrrol-2-yl)-3-(2,2,2-trifluoroethyl)imidazo[1,2-a]pyridin-2-yl)prop-2-yn-1-yl)-4-(methylsulfonyl)aniline